1-[(1S)-1-benzyl-2-methoxy-ethyl]imidazo[4,5-c]quinoline C(C1=CC=CC=C1)[C@@H](COC)N1C=NC=2C=NC=3C=CC=CC3C21